diethyl-(isopropyl)silanol C(C)[Si](O)(C(C)C)CC